ClC=1N=C(C2=CC=CC=C2C1C=O)C1=CC=CC=C1 3-chloro-1-phenylisoquinoline-4-carbaldehyde